P(=O)(O)(O)O[C@H]1[C@H]([C@@H](O[C@@H]1CO)N1C=NC=2C(=O)NC(N)=NC12)OC O-methylguanosine-3'-phosphate